NC1=C(C(N(C2=CC(=CC=C12)C(F)(F)F)C1=NC(=CC=C1)C(C)(C)O)=O)C(=O)OC methyl 4-amino-1-(6-(2-hydroxypropan-2-yl)pyridin-2-yl)-2-oxo-7-(trifluoromethyl)-1,2-dihydroquinoline-3-carboxylate